(±)-2-[3-Cyano-4-[3-[(4,5-dichloro-1-methyl-indole-2-carbonyl)amino]tetrahydro-furan-3-yl]phenyl]acetic acid C(#N)C=1C=C(C=CC1[C@]1(COCC1)NC(=O)C=1N(C2=CC=C(C(=C2C1)Cl)Cl)C)CC(=O)O |r|